C(C)(C)(C)OC(=O)NC[C@H](C(=O)O)N1C(C=CC1=O)=O (R)-3-((tert-butoxycarbonyl)amino)-2-(2,5-dioxo-2,5-dihydro-1H-pyrrol-1-yl)propanoic acid